O1[C@@H]2CN([C@H](C3=C1C=CC=C3)C2)C(=O)C2(CCC2)C#N 1-[(2S,5S)-2,3-dihydro-2,5-methano-1,4-benzoxazepine-4(5H)-carbonyl]cyclobutane-1-carbonitrile